C1(CCCCC1)P(C1=C(C=CC=C1)C1=C(C=CC=C1)C)C1CCCCC1 dicyclohexyl-[2-(2-methylphenyl)phenyl]phosphane